methyl (E)-3-(4-(bromomethyl)-3,5-dichlorophenyl)acrylate BrCC1=C(C=C(C=C1Cl)/C=C/C(=O)OC)Cl